disodium edetoate C(N(CC(=O)[O-])CC(=O)O)CN(CC(=O)O)CC(=O)[O-].[Na+].[Na+]